FC(C(C)(O)C1=CC=C(CNC(OC(C)(C)C)=O)C=C1)(F)F tert-butyl (4-(1,1,1-trifluoro-2-hydroxypropan-2-yl)benzyl)carbamate